The molecule is a ginsenoside found in Panax ginseng and Panax japonicus var. major that is dammarane which is substituted by hydroxy groups at the 3beta, 6alpha, 12beta and 20 pro-S positions, in which the hydroxy group at position 6 has been converted to the corresponding beta-D-glucopyranosyl-(1->2)-beta-D-glucopyranoside, and in which a double bond has been introduced at the 24-25 position. It has a role as a plant metabolite, an apoptosis inducer and an antineoplastic agent. It is a 12beta-hydroxy steroid, a 3beta-hydroxy steroid, a beta-D-glucoside, a disaccharide derivative, a ginsenoside, a tetracyclic triterpenoid, a 20-hydroxy steroid and a 3beta-hydroxy-4,4-dimethylsteroid. It derives from a hydride of a dammarane. CC(=CCC[C@@](C)([C@H]1CC[C@@]2([C@@H]1[C@@H](C[C@H]3[C@]2(C[C@@H]([C@@H]4[C@@]3(CC[C@@H](C4(C)C)O)C)O[C@H]5[C@@H]([C@H]([C@@H]([C@H](O5)CO)O)O)O[C@H]6[C@@H]([C@H]([C@@H]([C@H](O6)CO)O)O)O)C)O)C)O)C